(2S)-2-[[(1S,3S)-3-hydroxycyclopentyl]carbamoylamino]-4-[2-phenoxyethyl-[4-(5,6,7,8-tetrahydro-1,8-naphthyridin-2-yl)butyl]amino]butanoic acid O[C@@H]1C[C@H](CC1)NC(=O)N[C@H](C(=O)O)CCN(CCCCC1=NC=2NCCCC2C=C1)CCOC1=CC=CC=C1